O=C1N(C2=CC=CC=C2CC1)N1C(C=CC2=CC=CN=C12)=O (2-oxo-3,4-dihydroquinolin-1-yl)1H-1,8-naphthyridin-2-one